CCCCCCCC/C=C\CCCCCCCC(=O)OC[C@H](COP(=O)([O-])OCC[N+](C)(C)C)OC(=O)CCCC/C=C\C/C=C\CCCCCCCC 1-(9Z-octadecenoyl)-2-(6Z,9Z-octadecadienoyl)-sn-glycero-3-phosphocholine